3,5,5-trimethyl-4-(3-hydroxy-1-butenyl)-2-Cyclohexen-1-one CC1=CC(CC(C1C=CC(C)O)(C)C)=O